(4aR,8aS)-6-(3-Benzhydrylazetidine-1-carbonyl)hexahydro-2H-pyrido[4,3-b][1,4]oxazin-3(4H)-one C(C1=CC=CC=C1)(C1=CC=CC=C1)C1CN(C1)C(=O)N1C[C@@H]2[C@@H](OCC(N2)=O)CC1